ClC1=C(C=CC=C1)C[C@H](C1=CC=CC=C1)\N=C(\C1=CC=C(C=C1)C(F)(F)F)/C#N (R,Z)-N-(2-(2-chlorophenyl)-1-phenylethyl)-4-(trifluoromethyl)benzimidoyl cyanide